C1CCC2=C(C=3CCCC3C=C12)NC(=O)O[C@@H](C(=O)OCC)C Ethyl (2R)-2-{[(1,2,3,5,6,7-hexahydro-s-indacen-4-yl)carbamoyl]oxy}-propanoate